(6-bromopyrrolo[1,2-b]pyridazin-4-yl) trifluoromethanesulfonate FC(S(=O)(=O)OC=1C=2N(N=CC1)C=C(C2)Br)(F)F